C1(CC1)C1=CC(=C(C=C1)N1N=C2CCN(CC3C2=C1CCN3)C\C=C\S(=O)(=O)C)O[Si](C(C)C)(C(C)C)C(C)C (E)-2-(4-cyclopropyl-2-((triisopropylsilyl)oxy)phenyl)-7-(3-(methylsulfonyl)allyl)-3,4,5,5a,6,7,8,9-octahydro-2H-1,2,5,7-tetraazabenzo[cd]azulene